COC1=CC=C(C=C1)S(=O)(=O)OC1=C(C=CC=C1)NC(=O)NC1=CC(=CC=C1)OS(=O)(=O)C1=CC=C(C=C1)OC N-[2-(p-methoxyphenylsulfonyloxy)phenyl]-N'-[3-(p-methoxyphenylsulfonyloxy)phenyl]urea